ClC1=CC=C(C(=O)NC2=CC=C(C=C2)CC[C@H]2CNCCC2)C=C1 |r| (RS)-4-Chloro-N-[4-(2-piperidin-3-yl-ethyl)-phenyl]-benzamid